1-[6-(2-methylbenzoyl)-9-ethylcarbazol-3-yl]-(3-cyclopentyl)-propane-1-one CC1=C(C(=O)C=2C=C3C=4C=C(C=CC4N(C3=CC2)CC)C(C(C)C2CCCC2)=O)C=CC=C1